C(#N)C=1C(=CC(=C(C(=O)O)C1)NC1=C(C=C(C=C1)F)C)C(F)(F)F 5-cyano-2-((4-fluoro-2-methyl-phenyl)amino)-4-(trifluorometh-yl)benzoic acid